CC(C=C)CC(C)C 3,5-dimethyl-1-hexene